bis-[3-(o-methoxybenzenesulfonyloxy)phenyl]urea COC1=C(C=CC=C1)S(=O)(=O)OC=1C=C(C=CC1)NC(NC1=CC(=CC=C1)OS(=O)(=O)C1=C(C=CC=C1)OC)=O